3-((6-bromo-4-(1-butoxyvinyl)-1-oxoisoquinolin-2(1H)-yl)methyl)-N-methylbenzamide BrC=1C=C2C(=CN(C(C2=CC1)=O)CC=1C=C(C(=O)NC)C=CC1)C(=C)OCCCC